FC=1C=C(C=C(C1F)OCCOC)[C@H]1[C@@H](C1)C=1C=NC(=NC1)C1=NC=CC=N1 trans-5-(2-(3,4-Difluoro-5-(2-methoxyethoxy)phenyl)cyclopropyl)-2,2'-bipyrimidine